1-(1-methyl-1-phenylethyl)-3-p-tolylurea CC(C)(C1=CC=CC=C1)NC(=O)NC1=CC=C(C=C1)C